3-butenyl sulfite S(=O)(OCCC=C)[O-]